Cl.N1[C@H](CC1)C(=O)N1CCN(CC1)C(=O)C1=C(C=C(C=C1)NC(=O)C=1N(C(=CN1)C=1C(=NN(C1)C1CC1)C(F)(F)F)C)Cl (R)-N-(4-(4-(azetidine-2-carbonyl)piperazine-1-carbonyl)-3-chlorophenyl)-5-(1-cyclopropyl-3-(trifluoromethyl)-1H-pyrazol-4-yl)-1-methyl-1H-imidazole-2-carboxamide hydrochloride